(2S,3R,4S,5S)-4-[[3-[2-(Difluoromethoxy)-3,4-difluorophenyl]-4,5-dimethyl-5-(trifluoromethyl)tetrahydrofuran-2-carbonyl]-amino]-5-methyl-pyridin-2-carboxamid FC(OC1=C(C=CC(=C1F)F)[C@@H]1[C@H](O[C@@]([C@H]1C)(C(F)(F)F)C)C(=O)NC1=CC(=NC=C1C)C(=O)N)F